4,6-diethyldibenzothiophene C(C)C1=CC=CC2=C1SC1=C2C=CC=C1CC